C(C)OCCOCCOC=1C=CC(=NC1)C[C@@H](CO)NCC1=CC=C(C=C1)OC (2S)-3-{5-[2-(2-ethoxyethoxy)ethoxy]pyridin-2-yl}-2-[(4-methoxybenzyl)amino]propan-1-ol